4,5,6-trihydropyrimidin-2-yl-iron (II) N1C(=NCCC1)[Fe+]